(2R,4R)-2-phenyl-1,2,3,4-tetrahydroquinoline-4-carboxylic acid methyl ester COC(=O)[C@@H]1C[C@@H](NC2=CC=CC=C12)C1=CC=CC=C1